3-chloro-6-((trimethylsilyl)ethynyl)-1,2,4-triazine ClC=1N=NC(=CN1)C#C[Si](C)(C)C